N-[3-(6-chloro-1,3-benzothiazol-2-yl)-1-bicyclo[1.1.1]pentanyl]-2-(1-methanesulfonylcyclopropyl)oxazole-5-carboxamide ClC1=CC2=C(N=C(S2)C23CC(C2)(C3)NC(=O)C3=CN=C(O3)C3(CC3)S(=O)(=O)C)C=C1